3-isopropyl-1-methyl-N-[(1-methyl-1,2,4-triazol-3-yl)methyl]-6-phenyl-pyrazolo[3,4-b]pyridin-4-amine C(C)(C)C1=NN(C=2N=C(C=C(C21)NCC2=NN(C=N2)C)C2=CC=CC=C2)C